F.F.C(CCCCCCCCCCCCCCC)NCC(C)N N-hexadecyl-propylene-diamine dihydrofluoride